C(CC)N(C(OCCC)=O)CCC propyl N,N-dipropylcarbamate